C1(CC1)C(=O)NC1=NC=C(C(=C1)NC1=CN(C2=C1C(N(C=C2)CC(=O)OCC)=O)C)C(NC([2H])([2H])[2H])=O Ethyl 2-(3-((2-(cyclopropanecarboxamido)-5-((methyl-d3)carbamoyl)pyridin-4-yl)amino)-1-methyl-4-oxo-1,4-dihydro-5H-pyrrolo[3,2-c]pyridine-5-yl)acetate